N-(2,3-dichloro-pyrazolo[1,5-a]pyridin-5-yl)-2-chloro-3-trifluoromethyl-benzamide ClC1=NN2C(C=C(C=C2)NC(C2=C(C(=CC=C2)C(F)(F)F)Cl)=O)=C1Cl